IC1=CC=C(C=C1)N(C1=CC=CC=C1)C1=CC=CC=C1 (4-iodophenyl)-N-phenylaniline